ClC=1C=C2N=CC(=NC2=CC1)C(Br)Br 6-chloro-2-(dibromomethyl)quinoxaline